2-(pyridine-3-yl)-4-methyl-5-acetylthiazole N1=CC(=CC=C1)C=1SC(=C(N1)C)C(C)=O